2-methyl-6-(4'-(pyrrolidin-1-ylmethyl)-[1,1'-biphenyl]-4-yl)-1H-benzo[d]imidazole-4-carboxylic acid CC1=NC2=C(N1)C=C(C=C2C(=O)O)C2=CC=C(C=C2)C2=CC=C(C=C2)CN2CCCC2